bis(salicyl) Borate B(OCC=1C(O)=CC=CC1)(OCC=1C(O)=CC=CC1)[O-]